7-(2,3-dihydro-1H-pyrrolizin-6-yl)-5-{[(2S)-morpholin-2-yl]methoxy}quinoline C1CCN2C=C(C=C12)C1=CC(=C2C=CC=NC2=C1)OC[C@@H]1CNCCO1